CC1=NNC2=CC(=CC=C12)NC1=NC=CC(=N1)N N2-(3-methyl-1H-indazol-6-yl)-2,4-pyrimidinediamine